NC1=C(C(=C(S1)C(=O)N(CC)CC)C)C#N 5-amino-4-cyano-3-methyl-N,N-diethyl-2-thiophenecarboxamide